2-Amino-N-(1-{8-chloro-5-[(3S)-3-hydroxypiperidin-1-yl]imidazo[1,5-a]-pyridin-6-yl}ethyl)pyrazolo[1,5-a]-pyrimidine-3-carboxamide trifluoro-acetate salt FC(C(=O)O)(F)F.NC1=NN2C(N=CC=C2)=C1C(=O)NC(C)C=1C=C(C=2N(C1N1C[C@H](CCC1)O)C=NC2)Cl